dimethyl-(5-methoxy-5-oxo-1-phenylpentyl)sulfonium tetrafluoroborate F[B-](F)(F)F.C[S+](C(CCCC(=O)OC)C1=CC=CC=C1)C